COC=1C=CC(=C(C1)CCN)OC([2H])([2H])[2H] 2-(5-methoxy-2-(methoxy-d3)phenyl)ethan-1-amine